tert-butyl N-[(15R)-8-benzyl-15-methyl-18-(trifluoromethyl)-16,22-dioxa-3,4,7,8,21-pentazatetracyclo[15.3.1.12,5.06,10]docosa-1(21),2,4,6,9,12,17,19-octaen-20-yl]carbamate C(C1=CC=CC=C1)N1N=C2C3=NN=C(C=4C(=CC(=C(O[C@@H](CC=CCC2=C1)C)N4)C(F)(F)F)NC(OC(C)(C)C)=O)O3